hexahydroxy-2,3-dihydroflavonol OC=1C(=C(C(=C2C(C(C(OC12)(C1=CC=CC=C1)O)(O)O)=O)O)O)O